methyl 3-(7-(3,4-dimethoxyphenyl)pyrazolo[1,5-a]pyrimidine-2-carboxamido)bicyclo[1.1.1]pentane-1-carboxylate COC=1C=C(C=CC1OC)C1=CC=NC=2N1N=C(C2)C(=O)NC21CC(C2)(C1)C(=O)OC